1-(8-bromonaphthalene-1-yl)propane-2-ol BrC=1C=CC=C2C=CC=C(C12)CC(C)O